FC1=C(C=CC2=C1CNS2(=O)=O)NC2=NNC(=C2)[C@@H]2C[C@@H](CC2)OC=2N=NC=CC2C(C)C cis-4-fluoro-5-((5-(3-((4-isopropylpyridazin-3-yl)oxy)cyclopentyl)-1H-pyrazol-3-yl)amino)-2,3-dihydrobenzo[d]isothiazole 1,1-dioxide